4,4-difluoro-3,3-dimethyl-isoquinoline FC1(C(N=CC2=CC=CC=C12)(C)C)F